6-bromo-7-fluoro-2-[(2R,4S)-2-fluoro-4-[[6-oxo-5-(trifluoromethyl)-1-(2-trimethylsilylethoxymethyl)pyridazin-4-yl]amino]pentyl]-3,4-dihydroisoquinolin-1-one BrC=1C=C2CCN(C(C2=CC1F)=O)C[C@@H](C[C@H](C)NC=1C=NN(C(C1C(F)(F)F)=O)COCC[Si](C)(C)C)F